[N+](=O)([O-])[O-].[Co+2].[N+](=O)([O-])[O-] Cobalt (II) nitrate salt